NC=1C2=C(N=CN1)N(C(=C2C=2C=CC1=CN(N=C1C2)C)C2=CC=C(C=C2)NC(C(=C)C)=O)C N-(4-(4-amino-7-methyl-5-(2-methyl-2H-indazol-6-yl)-7H-pyrrolo[2,3-d]pyrimidin-6-yl)phenyl)methacrylamide